OCC=1OC(OC1C)=O 4-hydroxymethyl-5-methyl-[1,3]dioxol-2-one